[2-(3-Ethylsulfonyl-2-pyridyl)-1,3-benzoxazol-5-yl]iminooxo(trifluoromethyl)-λ6-sulfan C(C)S(=O)(=O)C=1C(=NC=CC1)C=1OC2=C(N1)C=C(C=C2)N=S(C(F)(F)F)=O